ClC1=C(C=2N=C(NC(C2C(=N1)OC1=CC=CC=C1)=O)SC)F 7-chloro-8-fluoro-2-methylsulfanyl-5-phenoxy-3H-pyrido[4,3-d]pyrimidin-4-one